4-isopropyl-3-(methoxy(methyl)carbamoyl)piperidine-1-carboxylic acid tert-butyl ester C(C)(C)(C)OC(=O)N1CC(C(CC1)C(C)C)C(N(C)OC)=O